1-(4-[(2,6-Dichlorophenyl)carbamoyl]-2-fluoro-5-{[(2S)-1,1,1-trifluoropropan-2-yl]oxy}phenyl)-4-ethyl-5-oxo-4,5-dihydro-1H-1,2,4-triazol ClC1=C(C(=CC=C1)Cl)NC(=O)C1=CC(=C(C=C1O[C@H](C(F)(F)F)C)N1N=CN(C1=O)CC)F